FC(C1(CC1)N1N=NC(=C1)C1CN(C1)C(=O)OC(C)(C)C)(F)F tert-butyl 3-[1-[1-(trifluoromethyl)cyclopropyl]triazol-4-yl]azetidine-1-carboxylate